C(CCCCC)(=O)OCCCCCN(CCCNC1=C(C(C1=O)=O)NC)CCCCC(=O)OC(CCCCCCCC)CCCCCCCC 5-{[5-(heptadecan-9-yloxy)-5-oxopentyl](3-{[2-(methylamino)-3,4-dioxocyclobut-1-en-1-yl]amino}propyl)amino}pentyl hexanoate